N-vinyl-2-ethylimidazole C(=C)N1C(=NC=C1)CC